2-carboxy-5-chlorobenzenediazonium chloride [Cl-].C(=O)(O)C1=C(C=C(C=C1)Cl)[N+]#N